3-(6-(3-trifluoromethylphenyl)-2H-indazol-2-yl)-N,N-dimethylpropan-1-amine FC(C=1C=C(C=CC1)C=1C=CC2=CN(N=C2C1)CCCN(C)C)(F)F